(R)-4,4-dimethyl-2-oxotetrahydrofuran-3-yl-7-((R)-1-methoxyethyl)-2-methylthiazolo[5,4-b]pyridine-6-carboxylate CC1([C@H](C(OC1)=O)OC(=O)C=1C(=C2C(=NC1)SC(=N2)C)[C@@H](C)OC)C